C(C)OC1=CC=C(C=C1)NC(C1=CC=C(C=C1)NC1=NN2C(=NC3=CC=CC=C3C2=O)S1)=O N-(4-ethoxyphenyl)-4-((5-oxo-5H-[1,3,4]thiadiazolo[2,3-b]quinazolin-2-yl)amino)benzamide